N-(1-(Isoquinolin-1-yl)cyclopropyl)-2-methyl-5-((1-methylazetidin-2-yl)methoxy)benzamide C1(=NC=CC2=CC=CC=C12)C1(CC1)NC(C1=C(C=CC(=C1)OCC1N(CC1)C)C)=O